FC(CN1C(=NC2=NC=C(C=C21)C=2C=CN1N=C(N=CC12)NC1CCC2(COC2)CC1)C)F 5-(1-(2,2-difluoroethyl)-2-methyl-1H-imidazo[4,5-b]pyridin-6-yl)-N-(2-oxaspiro[3.5]nonan-7-yl)pyrrolo[2,1-f][1,2,4]triazin-2-amine